6-(6-(1-((1S,2S,3S,5R)-2-fluoro-1,5-dimethyl-9-azabicyclo[3.3.1]nonan-3-yl)vinyl)pyridazin-3-yl)isoquinolin-7-ol F[C@@H]1[C@@]2(CCC[C@](C[C@H]1C(=C)C1=CC=C(N=N1)C=1C=C3C=CN=CC3=CC1O)(N2)C)C